7-(5-fluoro-2-(((3S,4R)-3-hydroxytetrahydro-2H-pyran-4-yl)amino)pyrimidin-4-yl)-2-(((R)-3-fluoropiperidin-1-yl)methyl)-1-isopropylquinolin-4(1H)-one FC=1C(=NC(=NC1)N[C@H]1[C@@H](COCC1)O)C1=CC=C2C(C=C(N(C2=C1)C(C)C)CN1C[C@@H](CCC1)F)=O